C1(CC1)C1=NC=NC(=C1C1=NC=C(C(=N1)NCC1=CC=C(C=C1)C=1N(C=C(N1)C(F)(F)F)C)N)OC 4'-Cyclopropyl-6'-methoxy-N4-(4-(1-methyl-4-(trifluoromethyl)-1H-imidazol-2-yl)benzyl)-[2,5'-bipyrimidine]-4,5-diamine